[OH-].[Na+] sodium oxidanide